COC(COCCOCCOCCOCCO[Si](C(C)(C)C)(C1=CC=CC=C1)C1=CC=CC=C1)=O 2,2-dimethyl-3,3-diphenyl-4,7,10,13,16-pentaoxa-3-silaoctadecane-18-oic acid methyl ester